BrC1=CC(N(C=C1C1CCCC1)C)=O 4-bromo-5-cyclopentyl-1-methylpyridin-2-one